OC=1C(=C(C=CC1)C(C)C)O bis-hydroxyisopropylbenzene